5-phenyl-N-(4-phenylpyridine-3-yl)-1H-pyrrole C1(=CC=CC=C1)C1=CC=CN1C=1C=NC=CC1C1=CC=CC=C1